5-ethoxy-2-(trifluoromethyl)aniline 3-methoxyacetamido-5-(2,3-dihydroxyn-propylaminoformyl)-2,4,6-triiodobenzoate COCC(=O)NC=1C(=C(C(=O)O)C(=C(C1I)C(=O)NCC(CO)O)I)I.C(C)OC=1C=CC(=C(N)C1)C(F)(F)F